N1=CC=C(C=C1)C=1C=C(C=CC1)C=1N=C(SC1)NC(C)=O N-[4-[3-(4-pyridyl)phenyl]thiazol-2-yl]acetamide